COC(C1=C(C=C(C=C1)CC#N)SCC)=O 4-(cyanomethyl)-2-ethylsulfanyl-benzoic acid methyl ester